CC(C1=CC=C(C=C1)C(CC)C)(C)N α,α-dimethyl-4-(1-methylpropyl)benzylamine